C(C)(C)(C)OC(=O)N1CC2=C(C=C(C=C2CC1)C=O)C1=CC=C(C=C1)C(F)(F)F.NC1=CC(=C(C(=C1C(C)=O)F)I)F 1-(6-amino-2,4-difluoro-3-iodophenyl)ethan-1-one tert-butyl-6-formyl-8-(4-(trifluoromethyl)phenyl)-3,4-dihydroisoquinoline-2(1H)-carboxylate